1-(4-(2-(4-(3-oxo-butyl)-phenoxy)-ethoxy)-phenyl)-butane-1,3-dione O=C(CCC1=CC=C(OCCOC2=CC=C(C=C2)C(CC(C)=O)=O)C=C1)C